ClC=1C=C(C=2N(N1)C(=CN2)F)[C@@H]2[C@H](C2)C2=C(C=C(C#N)C=C2)F 4-((1S,2S)-2-(6-chloro-3-fluoroimidazo[1,2-b]pyridazin-8-yl)cyclopropyl)-3-fluorobenzonitrile